5-Cyclopropyl-2-((pyrazolo[1,5-a]pyrimidine-3-carboxamido)methyl)benzofuran-7-carboxylic acid C1(CC1)C=1C=C(C2=C(C=C(O2)CNC(=O)C=2C=NN3C2N=CC=C3)C1)C(=O)O